FC1CC(C1)(C1=NC=CC=C1F)CNC1=NC=C(C=N1)C=1C=CC(=C(C(=O)N)C1)O 5-[2-({[3-fluoro-1-(3-fluoro(2-pyridyl))cyclobutyl]methyl}amino)pyrimidin-5-yl]-2-hydroxybenzamide